CC1(CCN(CC1)C=1OC2=C(C=C(C=C2C(C1)=O)C)[C@@H](C)NC1=C(C(=O)O)C=C(C=C1)S(=O)(=O)C)C 2-[[(1R)-1-[2-(4,4-Dimethyl-1-piperidyl)-6-methyl-4-oxo-chromen-8-yl]ethyl]amino]-5-methylsulfonyl-benzoic acid